(S)-5-bromo-4-(trifluoromethyl)-N-(1,1,1-trifluoropropan-2-yl)pyridin-2-amine BrC=1C(=CC(=NC1)N[C@H](C(F)(F)F)C)C(F)(F)F